C(C)(C)(C)C=1C=C(C=C(C1O)C(C)(C)C)CC(=O)O 3,5-di-tert-butyl-4-hydroxy-phenyl-acetic acid